CC=1C=CC2=C(N=C(O2)C2=CC(=NC=C2)C(=O)O)C1 4-(5-(Methyl)benzo[d]oxazol-2-yl)picolinic acid